FC1=C(C=NC=C1)C(C)O (4-fluoropyridin-3-yl)ethan-1-ol